BrC1=CC=C2C(=NNC2=C1)C=O 6-bromo-1H-indazole-3-carboxaldehyde